C1(CCC(CC1)C(=C)C)=C trans-p-Mentha-1(7),8-dien